1-(heptadecan-9-yl) 9-(4-(2-(2-(1-(2-((2-(4-(2-(2-(4-hydroxyphenyl) acetoxy) ethyl) piperidin-1-yl) ethyl) disulfanyl) ethyl) piperidin-4-yl) ethoxy)-2-oxoethyl) phenyl) nonanedioate C(CCCCCCCC(=O)OC1=CC=C(C=C1)CC(=O)OCCC1CCN(CC1)CCSSCCN1CCC(CC1)CCOC(CC1=CC=C(C=C1)O)=O)(=O)OC(CCCCCCCC)CCCCCCCC